[6-(3-cyclopropylpyrazol-1-yl)-2-azaspiro[3.3]heptan-2-yl]-[5-methyl-6-[[1-(trifluoromethyl)cyclopropyl]methoxy]-3-pyridinyl]methanone C1(CC1)C1=NN(C=C1)C1CC2(CN(C2)C(=O)C=2C=NC(=C(C2)C)OCC2(CC2)C(F)(F)F)C1